C(C)(C)(C)OC(=O)N(CC(=O)OCC1=CC=CC=C1)C1=NC=CC=C1 benzyl N-(tert-butoxycarbonyl)-N-(pyridin-2-yl)glycinate